ClC=1C=CC(=C(C1)N1CON(CO1)C(C(=O)NC1=CC2=CN(N=C2C=C1)C)CC1=CC=C(C=C1)F)N1N=NC(=C1)Cl 2-(4-(5-chloro-2-(4-chloro-1H-1,2,3-triazol-1-yl)phenyl)-2,5-dioxapiperazin-1-yl)-3-(4-fluorophenyl)-N-(2-methyl-2H-indazol-5-yl)propanamide